4-(4-((1R,5S)-3,8-diazabicyclo[3.2.1]octan-3-yl)-8-fluoro-2-(((S)-1-methylpyrrolidin-2-yl)methoxy)pyrido[4,3-d]pyrimidin-7-yl)-5-chloro-3,4-dihydroquinoxalin-2(1H)-one [C@H]12CN(C[C@H](CC1)N2)C=2C1=C(N=C(N2)OC[C@H]2N(CCC2)C)C(=C(N=C1)N1CC(NC2=CC=CC(=C12)Cl)=O)F